((3-azabicyclo[3.1.0]hexan-1-yl)amino)-6-(4-(morpholinomethyl)phenyl)pyrido[3,2-d]pyrimidine-8-carboxamide C12(CNCC2C1)NC=1N=CC2=C(N1)C(=CC(=N2)C2=CC=C(C=C2)CN2CCOCC2)C(=O)N